NC=1C=2N(C=CN1)C(=NC2C2=CC=C(C(=O)NC1=NC=CC(=C1)C(F)(F)F)C=C2)C21CCC(CC2)(C1)NC(CN1CCOCC1)=O 4-(8-amino-3-(4-(2-morpholinoacetamido)bicyclo[2.2.1]hept-1-yl)imidazo[1,5-a]pyrazin-1-yl)-N-(4-(trifluoromethyl)pyridin-2-yl)benzamide